valeric acid, amide C(CCCC)(=O)N